5-bromo-6-(bromomethyl)-2-oxo-1-phenyl-1,2-dihydropyridine-3-carboxylic acid ethyl ester C(C)OC(=O)C=1C(N(C(=C(C1)Br)CBr)C1=CC=CC=C1)=O